ethyl 4-chloro-6-(trifluoromethoxy)quinoline-3-carboxylate ClC1=C(C=NC2=CC=C(C=C12)OC(F)(F)F)C(=O)OCC